7-cyclopentyl-2-((5-(4-((5-(2,6-dioxopiperidin-3-yl)pyridin-2-yl)methyl)piperazin-1-yl)pyridin-2-yl)amino)-N,N-dimethyl-7H-pyrrolo[2,3-d]pyrimidine-6-carboxamide C1(CCCC1)N1C(=CC2=C1N=C(N=C2)NC2=NC=C(C=C2)N2CCN(CC2)CC2=NC=C(C=C2)C2C(NC(CC2)=O)=O)C(=O)N(C)C